C1(=CC=CC=C1)C1=C(N)C(=CC=C1)C1=CC=CC=C1 2,6-diphenylaniline